(E)-4-styryl-1,2,3-thiadiazole C(=C\C1=CC=CC=C1)/C=1N=NSC1